(S)-3-(3,4-benzodioxinyl)-2-(phthalimido)-N-(8-quinolinyl)propionamide O1OC(=CC2=C1C=CC=C2)C[C@@H](C(=O)NC=2C=CC=C1C=CC=NC21)N2C(C=1C(C2=O)=CC=CC1)=O